(S)-3-amino-5-methyl-7-((5-methyl-1,3,4-oxadiazol-2-yl)methoxy)-2,3-dihydrobenzo[b][1,4]oxazepin-4(5H)-one hydrochloride Cl.N[C@@H]1C(N(C2=C(OC1)C=CC(=C2)OCC=2OC(=NN2)C)C)=O